5-{2-[(3R,4S)-3-fluoropiperidin-4-yl]thieno[2,3-c]pyrazol-5-yl}-2,7-dimethylindazole F[C@@H]1CNCC[C@@H]1N1N=C2C(=C1)C=C(S2)C2=CC1=CN(N=C1C(=C2)C)C